BrCC(C(O)(O)Br)(C)C dibromoneopentanediol